ClC1=NC=2C(CCCC2C=N1)=O 2-chloro-6,7-dihydro-quinazolin-8(5H)-one